tert-Butyl 3-((1-(3-((S)-4-benzyl-2-oxooxazolidin-3-yl)-5-methylphenyl)ethyl)amino)-6-chloropicolinate C(C1=CC=CC=C1)[C@@H]1N(C(OC1)=O)C=1C=C(C=C(C1)C)C(C)NC=1C(=NC(=CC1)Cl)C(=O)OC(C)(C)C